C(C)(C)(C)C=1NC2=C(C=CC=C2C1C=O)CC 2-TERT-BUTYL-7-ETHYL-1H-INDOLE-3-CARBALDEHYDE